trans-rac-tert-butyl (2R,3S)-2-methyl-3-(((methylsulfonyl)oxy)methyl)azetidine-1-carboxylate C[C@H]1N(C[C@@H]1COS(=O)(=O)C)C(=O)OC(C)(C)C |r|